CC1=CC=C(C=C1)S(=O)(=O)OCC(CO)(CO)C=1C=NC(=CC1)Cl 2-(6-chloropyridin-3-yl)-3-hydroxy-2-(hydroxymethyl)propyl 4-methylbenzenesulfonate